5-Amino-4-bromo-3-methylthiophen NC1=C(C(=CS1)C)Br